N-(6-methyl-2-oxo-1-(2,2,2-trifluoroethyl)-5-(2,3,6-trifluorophenyl)piperidin-3-yl)-2'-oxo-1',2',4,6-tetrahydrospiro[cyclopenta[b]thiophene-5,3'-pyrrolo[2,3-b]pyridine]-2-carboxamide CC1C(CC(C(N1CC(F)(F)F)=O)NC(=O)C1=CC2=C(S1)CC1(C(NC3=NC=CC=C31)=O)C2)C2=C(C(=CC=C2F)F)F